3-[4-[9-[[1-[4-[(1R,2S)-6-hydroxy-2-phenyl-tetralin-1-yl]phenyl]-4-piperidyl]methyl]-3,9-diazaspiro[5.5]undecan-3-yl]phenyl]piperidine-2,6-dione OC=1C=C2CC[C@@H]([C@@H](C2=CC1)C1=CC=C(C=C1)N1CCC(CC1)CN1CCC2(CCN(CC2)C2=CC=C(C=C2)C2C(NC(CC2)=O)=O)CC1)C1=CC=CC=C1